trans-tert-butyl N-[4-[[3-[N'-(2-chloro-5-fluoro-phenyl)carbamimidoyl]-6-(4-hydroxy-2-methyl-phenyl)pyrrolo[1,2-b]pyridazin-4-yl]amino]cyclohexyl]carbamate ClC1=C(C=C(C=C1)F)N=C(N)C1=C(C=2N(N=C1)C=C(C2)C2=C(C=C(C=C2)O)C)N[C@@H]2CC[C@H](CC2)NC(OC(C)(C)C)=O